C(C)(C)(C)OC(=O)C=1C(=CC(N(C1)C1CCN(CC1)C(=O)OC(C)(C)C)=O)C(=O)O 5-tert-butoxycarbonyl-1-(1-tert-butoxycarbonyl-4-piperidinyl)-2-oxo-pyridine-4-carboxylic acid